methyl 1-[[5-(4-bromo-2,6-dichloro-phenoxy)-2-methoxy-phenyl]sulfonylamino]cyclopropanecarboxylate BrC1=CC(=C(OC=2C=CC(=C(C2)S(=O)(=O)NC2(CC2)C(=O)OC)OC)C(=C1)Cl)Cl